1-(6-(bis(4H-benzo[d][1,3]dioxin-6-yl)methyl)-2-azaspiro[3.3]heptane-2-carbonyl)-1H-1,2,4-triazole-3-carbonitrile O1COCC2=C1C=CC(=C2)C(C2CC1(CN(C1)C(=O)N1N=C(N=C1)C#N)C2)C2=CC1=C(OCOC1)C=C2